CC1=C(C=CC=C1C)C1=C(C=C2C(=N1)C(=NN2)C=2C=NN(C2)C2N(CC2)C(=O)N(C)C)OC (4-(5-(2,3-dimethylphenyl)-6-methoxy-1H-pyrazolo[4,3-b]pyridin-3-yl)-1H-pyrazol-1-yl)-N,N-dimethylazetidine-1-carboxamide